C(C1CO1)OCCC[Si](OCC)(OCC)OCC (3-glycidyloxypropyl)triethoxylsilane